1-[(3,4-Diamino-5-quinolinyl)oxy]2-propanol NC=1C=NC2=CC=CC(=C2C1N)OCC(C)O